ClC1=NC=CC(=N1)C1=CN=C2N1N=C(C(=C2)OC2CC2)C2CC2 3-(2-chloropyrimidin-4-yl)-7-(cyclopropoxy)-6-cyclopropyl-imidazo[1,2-b]pyridazine